C(C)(C)(C)OC(NC1CNC1)=O N-(azetidin-3-yl)carbamic acid tertbutyl ester